6-benzyl-oxyhexan-1-ol C(C1=CC=CC=C1)OCCCCCCO